trimethoxypropylsilane COC(CC[SiH3])(OC)OC